N-(oxan-2-ylmethyl)-1-{4-[4-({[3-(trifluoromethoxy)phenyl]methyl}carbamoyl)-1H-1,2,3-triazol-1-yl]butyl}-1H-1,2,3-triazole-4-carboxamide O1C(CCCC1)CNC(=O)C=1N=NN(C1)CCCCN1N=NC(=C1)C(NCC1=CC(=CC=C1)OC(F)(F)F)=O